BrC=1C(=NC=C(C1C(C)O)Br)C 1-(3,5-dibromo-2-methylpyridin-4-yl)ethan-1-ol